C(C)(C)(C)OP(=O)(OC(C)(C)C)CCC(CC(=O)O)C 4-(di-t-butylphosphonomethyl)-3-methylbutyric acid